1,3,5-tris(4-tertiary butyl-3-hydroxy-2,6-dimethylbenzyl)-1,3,5-triazine-2,4,6(1H,3H,5H)-trione C(C)(C)(C)C1=C(C(=C(CN2C(N(C(N(C2=O)CC2=C(C(=C(C=C2C)C(C)(C)C)O)C)=O)CC2=C(C(=C(C=C2C)C(C)(C)C)O)C)=O)C(=C1)C)C)O